tert-Butyl 3-(7-ethyl-8-oxo-4-oxa-7-azaspiro[2.5]octan-5-yl)azetidine-1-carboxylate C(C)N1CC(OC2(CC2)C1=O)C1CN(C1)C(=O)OC(C)(C)C